(2-amino-4-bromophenyl)(2-chlorophenyl)methanone NC1=C(C=CC(=C1)Br)C(=O)C1=C(C=CC=C1)Cl